(R)-4-(2-Chlorophenyl)-1-(3-hydroxypyrrolidin-1-yl)-6-(trifluoromethyl)-3H-pyrido[1,2-c]pyrimidine ClC1=C(C=CC=C1)C1=C2N(C(=NC1)N1C[C@@H](CC1)O)C=CC(=C2)C(F)(F)F